2-[4-[2-[3-[6-[8-(1,3-benzothiazol-2-ylcarbamoyl)-3,4-dihydro-1H-isoquinolin-2-yl]-2-tert-butoxycarbonyl-3-pyridyl]-2-methyl-phenoxy]ethoxy]phenyl]acetic acid S1C(=NC2=C1C=CC=C2)NC(=O)C=2C=CC=C1CCN(CC21)C2=CC=C(C(=N2)C(=O)OC(C)(C)C)C=2C(=C(OCCOC1=CC=C(C=C1)CC(=O)O)C=CC2)C